C(C)(C)(C)C1=C(OC2=C(C=C(C=C2)C2C=3C(NC(C2)=O)=NNC3)OC)C=CC=C1 4-[4-(2-tert-butylphenoxy)-3-methoxyphenyl]-2H,4H,5H,6H,7H-pyrazolo[3,4-b]pyridin-6-one